tert-butyl 4,4-diphenylbutyrate C1(=CC=CC=C1)C(CCC(=O)OC(C)(C)C)C1=CC=CC=C1